ClC=1C(=CC2=C(N(C[C@H](N(S2(=O)=O)C)CCCCCCCC)C2=CC=CC=C2)C1)C=1C=CC(=C(C(=O)O)C1)F (R)-5-(7-chloro-2-methyl-3-octyl-1,1-dioxido-5-phenyl-2,3,4,5-tetrahydrobenzo[f][1,2,5]thiadiazepin-8-yl)-2-fluorobenzoic acid